C(CC(O)(C(=O)OCCCCCCCCCCCCCCCCCCCCCC)CC(=O)OCCCCCCCCCCCCCCCCCCCCCC)(=O)OCCCCCCCCCCCCCCCCCCCCCC Tribehenyl Citrate